CCNC(=O)C(=O)[O-] N-ethyl oxamate